N-(2-(2-cyano-2-(10-methylacridine-9(10H)ylidene)acetamido)ethyl)methacrylamide C(#N)C(C(=O)NCCNC(C(=C)C)=O)=C1C2=CC=CC=C2N(C=2C=CC=CC12)C